CC(C)(C)[S@@](=O)N (R)-(-)-2-methyl-2-propanesulfinamide